C1N(CCC2=CC=CC=C12)C(=O)OCC#CC=1C=C2CCC(OC2=CC1)C(NO)=O 3-(2-(Hydroxycarbamoyl)chroman-6-yl)prop-2-yn-1-yl 3,4-dihydroisoquinoline-2(1H)-carboxylate